2-acetamido-3,4,6-tri-O-acetyl-2-deoxy-beta-D-glucopyranosyl azide CC(=O)N[C@@H]1[C@H]([C@@H]([C@H](O[C@H]1N=[N+]=[N-])COC(=O)C)OC(=O)C)OC(=O)C